C(C)(C)N(C)C(C)C di-iso-propylmethylamine